2-chloro-9-(cyclopropylmethyl)-6-((2S,5R)-4-((4-fluorophenyl)(5-(trifluoromethoxy)pyridin-2-yl)methyl)-2,5-dimethylpiperazin-1-yl)-9H-purine ClC1=NC(=C2N=CN(C2=N1)CC1CC1)N1[C@H](CN([C@@H](C1)C)C(C1=NC=C(C=C1)OC(F)(F)F)C1=CC=C(C=C1)F)C